C1(=CC=CC=C1)C=1N=CC(=NC1C1=CC=CC=C1)N(CCCCO)OC(C)C 4-[(5,6-diphenylpyrazin-2-yl)(isopropanoxy)amino]-1-butanol